The molecule is a 7-chlorotryptophan in which the chiral centre has D- (R-) configuration. It is a 7-chlorotryptophan, a D-tryptophan derivative and a D-alpha-amino acid. It is an enantiomer of a 7-chloro-L-tryptophan. C1=CC2=C(C(=C1)Cl)NC=C2C[C@H](C(=O)O)N